2-(4-chlorophenyl)-2-(5-(dimethoxymethyl)-2-(methylthio)pyrimidin-4-yl)acetic acid methyl ester COC(C(C1=NC(=NC=C1C(OC)OC)SC)C1=CC=C(C=C1)Cl)=O